3-{4-[3-(4-Methoxy-phenyl)-5-oxo-5H-thiazolo[3,2-a]pyrimidin-2-yl]-pyrimidin-2-ylamino}-benzenesulfonamide COC1=CC=C(C=C1)C1=C(SC=2N1C(C=CN2)=O)C2=NC(=NC=C2)NC=2C=C(C=CC2)S(=O)(=O)N